N-cyclohexyl-4-morpholino-2-[(2E)-2-(m-tolylmethylene)hydrazino]thieno[3,2-d]pyrimidine-6-carboxamide C1(CCCCC1)NC(=O)C1=CC=2N=C(N=C(C2S1)N1CCOCC1)N/N=C/C=1C=C(C=CC1)C